[Cl-].CN1CN(C=C1)CCCCCCCC 1-methyl-3-octylimidazole chloride salt